2,4-dichloro-9,9-dimethyl-9H-fluorene ClC1=CC=2C(C3=CC=CC=C3C2C(=C1)Cl)(C)C